C(C)(C)(C)C1=C(C=CC(=C1)C(C)(C)C)C(C)C 2,4-di-tert-butyl-cumene